COC(C1=CC=C(C=C1)NCC1=CC=CC=C1)=O 4-(benzylamino)benzoic acid methyl ester